C1(CC1)C#CC1=CC(=C(COC2=C(C=C(C(=N2)C2=CCN(CC2)CC=2N(C3=C(N2)C=CC(=C3)C(=O)O)C[C@H]3OCC3)F)F)C=C1)F (S)-2-((4-(6-(4-(cyclopropylethynyl)-2-fluorobenzyloxy)-3,5-difluoropyridin-2-yl)-5,6-dihydropyridin-1(2H)-yl)methyl)-3-(oxetan-2-ylmethyl)-3H-benzo[d]imidazole-5-carboxylic acid